[Si](C)(C)(C(C)(C)C)OCCN1N=C(C=2C1=C(N=CC2)CNC(OC(C)(C)C)=O)C2=CC=C(C=C2)C(C)C tert-butyl ((1-(2-((tert-butyldimethylsilyl)oxy)ethyl)-3-(4-isopropylphenyl)-1H-pyrazolo[3,4-c]pyridin-7-yl)methyl)carbamate